C(#N)[C@@](C(=O)OCC)(CCC1=CC=CC=C1)NC1=CC=CC=C1 |r| racemic-ethyl 2-cyano-2-(phenylamino)-4-phenylbutyrate